3,5-difluoro-4-((2-hydroxy-8-methoxy-3-oxo-3,4-dihydropyrazino[2,3-c][1,8]naphthyridin-1(2H)-yl)methyl)benzenesulfonamide FC=1C=C(C=C(C1CN1C(C(NC=2C=NC=3N=C(C=CC3C21)OC)=O)O)F)S(=O)(=O)N